FC1=CC=C(CC=2C=NN(C2)C(=O)N[C@@H]2C(N(C3=C(OC2)C=CC(=C3)C#CC3(CC2(COC2)C3)O)C)=O)C=C1 (S)-4-(4-Fluorobenzyl)-N-(7-((6-hydroxy-2-oxaspiro[3.3]heptan-6-yl)ethynyl)-5-methyl-4-oxo-2,3,4,5-tetrahydrobenzo[b][1,4]oxazepin-3-yl)-1H-pyrazol-1-carboxamid